C(C=C)C1(C(C(CCC1)(C(=O)O)C(=O)O)(C(=O)O)C(=O)O)CC=C Diallyl-cyclohexanetetracarboxylic acid